(2,4-dihydroxy-5-isopropylphenyl)(5-((4-(piperidin-4-ylmethyl)piperazin-1-yl)methyl)isoindolin-2-yl)methanon OC1=C(C=C(C(=C1)O)C(C)C)C(=O)N1CC2=CC=C(C=C2C1)CN1CCN(CC1)CC1CCNCC1